FC(C1=CC=CC=2N1C=C(N2)C=O)(F)F 5-(trifluoromethyl)imidazo[1,2-a]pyridine-2-carbaldehyde